(5S)-2-[2-(4-chlorophenyl)-1,3-thiazole-4-carbonyl]-9,9-dimethyl-8-oxo-2-azaspiro[4.5]dec-6-ene-7-carbonitrile ClC1=CC=C(C=C1)C=1SC=C(N1)C(=O)N1C[C@@]2(CC1)C=C(C(C(C2)(C)C)=O)C#N